FC1=CC=C(C=C1)C1=NN2C(CN(CC2)C(C)=O)=C1C1=CC(=NC=C1)C([2H])([2H])[2H] 1-(2-(4-fluorophenyl)-3-(2-(methyl-d3)pyridin-4-yl)-6,7-dihydropyrazolo[1,5-a]pyrazin-5(4H)-yl)ethan-1-one